5,N5,6-trimethyl-2-oxo-N3-(3-thienylmethyl)-1-[3-(trifluoromethyl)phenyl]-1,2-dihydropyridine-3,5-dicarboxamide CC1(C=C(C(N(C1C)C1=CC(=CC=C1)C(F)(F)F)=O)C(=O)NCC1=CSC=C1)C(=O)NC